CC1(CCC(CC1)N)NC(=O)OC(C)(C)C tert-butyl ((1r,4r)-4-amino-1-methylcyclohexyl)carbamate